diphenyl-methyleneamine C1(=CC=CC=C1)C(=N)C1=CC=CC=C1